2,4,4-trimethylpentylperoxyphenoxy acetate C(C)(=O)OOC1=C(C=CC=C1)OOCC(CC(C)(C)C)C